COC1=C(C=CC=C1)C=1C(=CNC(C1)=O)C(=O)OC methyl 4-(2-methoxyphenyl)-6-oxo-1H-pyridine-3-carboxylate